CC1=C(OC=2CC3(C4=CN(N=C4C21)CC2=NC=CC=C2)CCC3)C(=O)O 8'-methyl-2'-[(pyridin-2-yl)methyl]-2',5'-dihydrospiro[cyclobutane-1,4'-furo[2,3-g]indazole]-7'-carboxylic acid